C(C)OC(C(C)=O)OCC diethoxyacetone